2,4,6-tris[bis(methoxymethyl)amino]-1,3,5-triazine COCN(C1=NC(=NC(=N1)N(COC)COC)N(COC)COC)COC